4-(4-chlorobenzyl)-6-(cyclopentylamino)-1-ethyl-1,4-dihydro-9H-pyrazolo[1,5-a]purin-9-one ClC1=CC=C(CN2C=3N(C(C=4N(C=NC24)CC)=O)N=C(C3)NC3CCCC3)C=C1